3-(methoxymethyl)pyridine-4-carbonitrile COCC=1C=NC=CC1C#N